(Z)-2-(2-cyano-3-hydroxy-3-(5-methylisoxazol-4-yl)acrylamido)-N-methyl-4-phenethyl-N-phenylpyrimidine-5-carboxamide C(#N)/C(/C(=O)NC1=NC=C(C(=N1)CCC1=CC=CC=C1)C(=O)N(C1=CC=CC=C1)C)=C(\C=1C=NOC1C)/O